FC=1C=C2C(N(C=3N(C2=CC1)C(NN3)=S)CCCNC(CCC(=O)O)=O)=O 4-((3-(7-Fluoro-5-oxo-1-thioxo-1,2-dihydro-[1,2,4]triazolo[4,3-a]quinazolin-4(5H)-yl)propyl)amino)-4-oxobutanoic acid